(R)-pyrrolidine-2-carboxamide N1[C@H](CCC1)C(=O)N